F[C@@H]1CN(CC[C@@H]1NC=1C=2C=C(N(C2C=CC1)CC(F)(F)F)C1=CC=C(C=C1)CNC1=CC=C(C=C1)S(=O)(=O)C)C N-[(3R,4S)-3-fluoro-1-methylpiperidin-4-yl]-2-(4-{[(4-methanesulfonyl-phenyl)amino]meth-yl}phenyl)-1-(2,2,2-trifluoroethyl)-1H-indol-4-amine